CC1=NN(C=C1)C1=NC(=C2N=CNC2=N1)N1N=CC=2C=NC=CC21 2-(3-methyl-1H-pyrazol-1-yl)-6-(1H-pyrazolo[4,3-c]pyridin-1-yl)-9H-purine